3-(3-methyl-1-decanoyl-5-bromoindolin-3-yl)propionitrile CC1(CN(C2=CC=C(C=C12)Br)C(CCCCCCCCC)=O)CCC#N